2,2-difluoro-2-(4-(pentafluoro-λ6-sulfaneyl)phenyl)acetonitrile FC(C#N)(C1=CC=C(C=C1)S(F)(F)(F)(F)F)F